methyl 4-methyl-3-(1,3,3,5,7-pentamethyloctahydrobenzo[c]isoxazol-5-yl)benzoate CC1=C(C=C(C(=O)OC)C=C1)C1(CC2C(N(OC2(C)C)C)C(C1)C)C